FC(C1=NN(N=C1)C1=NC=C(C=C1)C(F)(F)F)F (4-(difluoromethyl)-2H-1,2,3-triazol-2-yl)-5-(trifluoromethyl)pyridin